O1C(=CC2=C1C=CC=C2)C(=O)C2=C(C(N(C2C2=CC=C(C=C2)F)C=2SC(=NN2)SCC2=C(C=CC=C2)Cl)=O)O 4-(benzofuran-2-carbonyl)-1-(5-((2-chlorobenzyl)thio)-1,3,4-thiadiazol-2-yl)-3-hydroxy-5-(4-fluorophenyl)-1,5-dihydro-2H-pyrrol-2-one